FC=1C=C(C=CC1F)C=1N=C(NC1C=1C=CC=2N(C1)C=CN2)C 6-(4-(3,4-Difluorophenyl)-2-methyl-1H-imidazol-5-yl)imidazo[1,2-a]pyridine